FC1=CC=C(C=C1)[C@H]1[C@@H](C1)N(CCCC=1N=C(C(N(C1)C1CC1)=O)N1CCS(CC1)(=O)=O)CC=C 5-(3-[[(1R,2S)-2-(4-Fluorophenyl)cyclopropyl](2-propen-1-yl)amino]propyl)-3-(1,1-dioxothiomorpholin-4-yl)-1-cyclopropylpyrazin-2(1H)-one